3-((3R,4R)-3-((7-(2-((3-chloro-2-methylphenyl)amino)benzoyl)-7H-pyrrolo[2,3-d]pyrimidine-4-yl)(methyl)amino)-4-methylpiperidin-1-yl)-3-oxopropionitrile ClC=1C(=C(C=CC1)NC1=C(C(=O)N2C=CC3=C2N=CN=C3N([C@H]3CN(CC[C@H]3C)C(CC#N)=O)C)C=CC=C1)C